3-phenoxybenzo[b]thiophene O(C1=CC=CC=C1)C=1C2=C(SC1)C=CC=C2